OCC1(CCOCC1)N1NC(=CC=C1)COC=1C=CC2=C(C=C(O2)C)C1 N-(4-(hydroxymethyl)tetrahydro-2H-pyran-4-yl)-2-methyl-5-(pyridazin-3-ylmethoxy)benzofuran